C(C)OC(=O)C=1CCNC(C1O)=O 5-hydroxy-6-oxo-1,2,3,6-tetrahydropyridine-4-carboxylic acid ethyl ester